Diisodecyl-pentaerythritol diphosphite OP(O)OP(O)O.C(CCCCCCC(C)C)C(O)(C(CO)(CO)CO)CCCCCCCC(C)C